COC(=O)[C@H]1OC(O[C@@H]1C1=C(C=CC=C1)F)(CC)CC (4S,5R)-methyl-5-(2-fluorophenyl)-2,2-diethyl-1,3-dioxolane-4-carboxylate